CC1=C(C(=CC=C1)C)NC1=NN(C2=CC(=CC=C12)NC1=CC=CC=C1)CC(=O)N1CCNCC1 2-(3-(2,6-dimethylphenylamino)-6-(phenylamino)-1H-indazol-1-yl)-1-(piperazin-1-yl)ethanone